ClC1=C(C=CC=C1Cl)C1=NNC2=NC(=CN=C21)N2CC1C(C1CC2)(C2=NOC=C2C)CN (3-(3-(2,3-dichlorophenyl)-1H-pyrazolo[3,4-b]pyrazin-6-yl)-7-(4-methylisoxazol-3-yl)-3-azabicyclo[4.1.0]heptan-7-yl)methanamine